(1,3-dimethyl-1H-pyrazol-5-yl)methanol CN1N=C(C=C1CO)C